OC(C)(C)C=1C=CC(=C(C1)C=1C2=C(C(N(C1)C)=O)NC=C2)OC2=CC(=CC=C2)OCCOC2CCNCC2 4-[5-(1-hydroxy-1-methyl-ethyl)-2-[3-[2-(4-piperidyloxy)ethoxy]phenoxy]phenyl]-6-methyl-1H-pyrrolo[2,3-c]pyridin-7-one